C(C)(=O)C=1C=C2C3=C(N(C2=CC1)CC(=O)OCC)N=CN=C3N ethyl 2-(6-acetyl-4-amino-9H-pyrimido[4,5-b]indol-9-yl)acetate